ClC1=CC=C(C=N1)CN(C(C1=C(C=C(C=C1)C1=NOC(C1)(C(F)(F)F)C1=CC(=CC(=C1)C(F)(F)F)C(F)(F)F)C)=O)C(CC1CC1)=O N-((6-chloropyridin-3-yl)methyl)-N-(2-cyclopropylacetyl)-4-(5-(3,5-bis(trifluoromethyl)phenyl)-5-(trifluoromethyl)-4,5-dihydroisoxazol-3-yl)-2-methylbenzamide